magnesium triaspartate N[C@@H](CC(=O)[O-])C(=O)[O-].N[C@@H](CC(=O)[O-])C(=O)[O-].N[C@@H](CC(=O)[O-])C(=O)[O-].[Mg+2].[Mg+2].[Mg+2]